sulfenyl-acetaldehyde oxime S=CC=NO